CN1N=CC(=C1)C1=CC=C2C(=CC=NC2=C1)OC1=C2N(N=C1C1=NC(=CC=C1)C)CCC2 7-(1-methyl-1H-pyrazol-4-yl)-4-((2-(6-methylpyridin-2-yl)-5,6-dihydro-4H-pyrrolo[1,2-b]pyrazol-3-yl)oxy)quinoline